6-amino-7-((1R,2R)-2-(2-hydroxypropan-2-yl)cyclopentyl)-2-methyl-7H-pyrrolo[2,3-d]pyrimidine-5-carboxamide NC1=C(C2=C(N=C(N=C2)C)N1[C@H]1[C@@H](CCC1)C(C)(C)O)C(=O)N